4-bromo-2,6-difluoroiodobenzene C1=C(C=C(C(=C1F)I)F)Br